N-[3-[4-(7,7-difluoro-2-methylsulfonyl-5,6-dihydrocyclopenta[d]pyrimidin-4-yl)phenyl]-1,1-dioxo-thietan-3-yl]-2,2,2-trifluoro-acetamide FC1(CCC2=C1N=C(N=C2C2=CC=C(C=C2)C2(CS(C2)(=O)=O)NC(C(F)(F)F)=O)S(=O)(=O)C)F